N1(N=CC=C1)C1=CC=C(C=C1)C1=CC=C(C=C1)CCCC(=O)NC=1C=NC=CC1 4-(4'-(1H-pyrazol-1-yl)-[1,1'-biphenyl]-4-yl)-N-(pyridin-3-yl)butanamide